NC(C(=O)O)(CCCCB(O)O)CCNCCCC1=C(C=CC(=C1)C(F)(F)F)Cl 2-amino-6-borono-2-(2-(3-(2-chloro-5-(trifluoromethyl)phenyl)propylamino)ethyl)hexanoic acid